3-(4-(2,4-difluorobenzyloxy)-3-bromo-6-methyl-2-oxopyridin-1(2H)-yl)-N,2-dimethylbenzamide FC1=C(COC2=C(C(N(C(=C2)C)C=2C(=C(C(=O)NC)C=CC2)C)=O)Br)C=CC(=C1)F